ClC1=CC(=NC=2NC(NCC21)=O)Cl 5,7-dichloro-3,4-dihydropyrido[2,3-d]pyrimidin-2(1H)-one